(3R)-3-(8-(4-(trifluoromethyl)cyclohex-1-en-1-yl)quinoline-3-carboxamido)butyric acid FC(C1CC=C(CC1)C=1C=CC=C2C=C(C=NC12)C(=O)N[C@@H](CC(=O)O)C)(F)F